2,2,6,6,7,8,8-heptamethyl-3a,5,6,7,8,8b-hexahydro-4H-indeno[4,5-d][1,3]dioxole CC1(OC2C(O1)C=1C(C(C(C1CC2)(C)C)C)(C)C)C